FC=1C(=CC(=NC1O)C1=NN=C(S1)CN1C2(CC2)C(N(C1=O)CC(F)(F)F)=O)C(F)(F)F 4-((5-(5-fluoro-6-hydroxy-4-(trifluoromethyl)pyridin-2-yl)-1,3,4-thiadiazol-2-yl)methyl)-6-(2,2,2-trifluoroethyl)-4,6-diazaspiro[2.4]heptane-5,7-dione